FC1(CCN(CC1)C1=NC(=NC=C1)C(=O)NC1=C(C=C(C=C1)NS(=O)(=O)CCO)N1CCC2(CC2)CC1)F 4-(4,4-difluoropiperidin-1-yl)-N-(4-((2-hydroxyethyl)sulfonamido)-2-(6-azaspiro[2.5]octan-6-yl)phenyl)pyrimidine-2-carboxamide